N-[2-[(2-aminoethyl)amino]ethyl]-1,4-piperazine-diethanamine NCCNCCNCCN1CCN(CC1)CCN